C(C)OC(\C=C(/NC)\C1=CC(=C(C=C1)Cl)Cl)=O (Z)-3-(3,4-dichlorophenyl)-3-(methylamino)prop-2-enoic acid ethyl ester